5-fluoro-3-(piperidin-4-yl)-1-toluenesulfonyl-1H-pyrrolo[2,3-b]Pyridine FC=1C=C2C(=NC1)N(C=C2C2CCNCC2)S(=O)(=O)CC2=CC=CC=C2